O([C@H]1[C@H](O)[C@@H](O)[C@H](O)CO1)[C@H]1[C@H](O)[C@H](O)[C@@H](O)[C@@H](O1)C 1-O-alpha-L-rhamnopyranosyl-(1→2) beta-D-xylopyranoside